N(C(=N)N)[C@H]([C@H](C(=O)O)C)C (2R,3S)-3-carbamimidamido-2-methylbutanoic acid